C1=CC(=C(C(=C1F)F)F)F TETRAFLUOROBENZENE